4-(4-(benzo[d]thiazol-2-ylcarbamoyl)-3-chlorobenzylidene)-N-(4-(trifluoromethyl)phenyl)piperidine-1-carboxamide S1C(=NC2=C1C=CC=C2)NC(=O)C2=C(C=C(C=C1CCN(CC1)C(=O)NC1=CC=C(C=C1)C(F)(F)F)C=C2)Cl